2'-hydroxy-3-biphenyl-carboxylic acid OC1=C(C=CC=C1)C1=CC(=CC=C1)C(=O)O